3-(5-(4-((neopentylamino)methyl)pyridin-2-yl)-1-oxoisoindolin-2-yl)piperidine-2,6-dione C(C(C)(C)C)NCC1=CC(=NC=C1)C=1C=C2CN(C(C2=CC1)=O)C1C(NC(CC1)=O)=O